C(C)(C)S(=NC#N)(C1=CC2=CN(N=C2C=C1)C=1C=NC=CC1)=O N-(isopropyl(oxo)(2-(pyridin-3-yl)-2H-indazol-5-yl)-λ6-sulfaneylidene)cyanamide